(S)-3-((1-(4-cyano-3-(2-methoxyethoxy)phenyl)-1H-imidazol-4-yl)carbamoyl)pyrrolidine-1-carboxylic acid tert-butyl ester C(C)(C)(C)OC(=O)N1C[C@H](CC1)C(NC=1N=CN(C1)C1=CC(=C(C=C1)C#N)OCCOC)=O